C(C)(C)(C)OC(=O)N(C)CC1=[N+](C=CC(=C1)C(=O)N1C(CN(CC1)C(C)C(NC1=NC=C(C=C1)OC1=CC=C(C=C1)F)=O)(C)C)[O-] 2-{[(tert-butoxycarbonyl)(methyl) amino] methyl}-4-[4-(1-{[5-(4-fluorophenoxy)pyridin-2-yl]carbamoyl}ethyl)-2,2-dimethylpiperazine-1-carbonyl]pyridin-1-ium-1-olate